N,N'-[(1R,2R)-1,2-Diphenyl-1,2-ethanediyl]bis[2-diphenylphosphinobenzamide] C1(=CC=CC=C1)[C@H]([C@@H](C1=CC=CC=C1)NC(C1=C(C=CC=C1)P(C1=CC=CC=C1)C1=CC=CC=C1)=O)NC(C1=C(C=CC=C1)P(C1=CC=CC=C1)C1=CC=CC=C1)=O